FC1=CC2=C(C(C3=C(C=4SC=CC24)C=CC=C3)=O)C=C1 5-fluoro-thiadibenzo[e,h]azulen-8-one